BrC=1C=C2C(=NC=NC2=CC1)N1CC2(CNC2)CC1 6-(6-bromoquinazolin-4-yl)-2,6-diazaspiro[3.4]octane